4-(3-((tert-butyldimethylsilyl)oxy)azetidin-1-yl)-2-iodo-5-(trifluoromethyl)pyrimidine [Si](C)(C)(C(C)(C)C)OC1CN(C1)C1=NC(=NC=C1C(F)(F)F)I